1-[3-(Trimethoxysilyl)propyl]-1H-benzotriazole CO[Si](CCCN1N=NC2=C1C=CC=C2)(OC)OC